FC1=C(C(=C(C(=O)O)C=C1)F)F trifluorobenzoic acid